N1COCC2=C1C=CC=C2 1,4-dihydrobenzo[d][1,3]oxazin